FC1(CCC(CC1)NCCCCC1=NC(=NO1)C1=C(C=CC(=C1)C)S(=O)(=O)N1[C@@H](CCC1)C(=O)O)F ((2-(5-(4-((4,4-Difluorocyclohexyl)amino)butyl)-1,2,4-oxadiazol-3-yl)-4-methylphenyl)sulfonyl)-L-proline